BrC1=C(C=C(C=C1OC)COCC#C)OC 2-bromo-1,3-dimethoxy-5-((prop-2-yn-1-yloxy)methyl)benzene